ClC1=NC(=NC(=N1)Cl)N1C2COCC1CC2 8-(4,6-dichloro-1,3,5-triazin-2-yl)-3-oxa-8-azabicyclo[3.2.1]octane